N-(5-tert-butyl-2-phenyl-pyrazol-3-yl)carbamic acid 2,2,2-trichloroethyl ester ClC(COC(NC=1N(N=C(C1)C(C)(C)C)C1=CC=CC=C1)=O)(Cl)Cl